N-(1'-adamantylmethyl)-4'-propargyloxy-4-biphenylsulfonamide C12(CC3CC(CC(C1)C3)C2)CNS(=O)(=O)C2=CC=C(C=C2)C2=CC=C(C=C2)OCC#C